ClC=1C=CC(=C(CNC2CCN(CC2)C)C1)OCC1CC1 N-(5-chloro-2-(cyclopropylmethoxy)benzyl)-1-methylpiperidin-4-amine